ClC1=CC(=C(C=C1F)C(\C=C(\C)/N(C)C)=O)F (Z)-1-(4-chloro-2,5-difluorophenyl)-3-(dimethylamino)but-2-en-1-one